C1=CC=CC2=CC3=CC=CC=C3C(=C12)COC1=C(SC=C1)C(=O)NC=1C=NC=CC1 3-(anthracen-9-ylmethoxy)-N-(pyridin-3-yl)thiophene-2-carboxamide